NC([C@H](CCC(=O)N)N1C(C2(C1)CCN(CC2)C(=O)OC(C)(C)C)=O)=O tert-butyl (S)-2-(1,5-diamino-1,5-dioxopentan-2-yl)-1-oxo-2,7-diazaspiro[3.5]nonane-7-carboxylate